(S)-2-(4-(3-(3-ethylphenyl)-1H-pyrazol-1-yl)-6-morpholinopyrimidin-2-yl)-2-methoxyethan-1-ol C(C)C=1C=C(C=CC1)C1=NN(C=C1)C1=NC(=NC(=C1)N1CCOCC1)[C@@H](CO)OC